C(C)OC(C1=CN=C(C=C1NC1=C(C=C(C=C1)F)C)C(F)(F)F)=O 4-((4-fluoro-2-methylphenyl)amino)-6-(trifluoromethyl)nicotinic acid ethyl ester